2-fluoro-3-methyl-6-(4,4,5,5-tetramethyl-1,3,2-dioxaborolan-2-yl)pyridine FC1=NC(=CC=C1C)B1OC(C(O1)(C)C)(C)C